C(C)(C)(C)OC(=O)N(C(OC(C)(C)C)=O)CCCCCCS(=O)C1=CC=C(C=C1)[N+](=O)[O-] tert-butyl (tert-butoxycarbonyl)(6-((4-nitrophenyl)sulfinyl)hexyl)carbamate